Racemic-5-(2-amino-[1,2,4]triazolo[1,5-a]pyridin-7-yl)-N-(3-(4-chlorophenyl)-2,2-difluoro-3-hydroxybutyl)-4-fluoro-2-methylbenzamide NC1=NN2C(C=C(C=C2)C=2C(=CC(=C(C(=O)NCC([C@](C)(O)C3=CC=C(C=C3)Cl)(F)F)C2)C)F)=N1 |r|